FC(OC1=CC=C(C=C1)NC1CCN(CC1)S(=O)(=O)C1=CC=C(C=C1)C1=CC=C2CNC(C2=C1)=O)(F)F 6-{4-[(4-{[4-(trifluoromethoxy)phenyl]Amino}piperidin-1-yl)sulfonyl]phenyl}-2,3-dihydro-1H-isoindol-1-one